(2R,4S)-N-((S)-1-((5-Chloro-2-(1H-tetrazol-1-yl)benzyl)amino)-1-oxopropan-2-yl)-4-(3,5-dimethoxybenzyl)pyrrolidine-2-carboxamide Trifluoroacetate salt FC(C(=O)O)(F)F.ClC=1C=CC(=C(CNC([C@H](C)NC(=O)[C@@H]2NC[C@H](C2)CC2=CC(=CC(=C2)OC)OC)=O)C1)N1N=NN=C1